CN1N=CC=2C(=C(C=CC12)C)N 1,5-dimethyl-1H-indazol-4-amine